2-chloro-5-[5-fluoro-6-[1-(trifluoromethyl)cyclobutoxy]-3-pyridinyl]pyrazine ClC1=NC=C(N=C1)C=1C=NC(=C(C1)F)OC1(CCC1)C(F)(F)F